C(C=C)(=O)OCCCCOC(C=1C(C(=O)[O-])=CC=CC1)=O acryloyloxybutylphthalate